NC1CCN(CC1)C1=NC(=C(C(=N1)C(=O)N)C1=C(C(=CC=C1)Cl)Cl)C 2-(4-Aminopiperidin-1-yl)-5-(2,3-dichlorophenyl)-6-methylpyrimidine-4-carboxamide